mono-n-nonyltitanium trishydroxide [OH-].[OH-].[OH-].C(CCCCCCCC)[Ti+3]